C(C1=CC=CC=C1)N1C[C@@H]2[C@H](C1)[C@H](NC2=O)CO (3S,3aR,6aS)-5-benzyl-3-(hydroxymethyl)hexahydropyrrolo[3,4-c]pyrrol-1(2H)-one